BrC1=C(C=C2C(=NC(=NC2=C1F)Cl)N1C[C@@](CCC1)(O)C)Cl (R)-1-(7-bromo-2,6-dichloro-8-fluoro-4-quinazolinyl)-3-methyl-3-piperidinol